ClC=1C(=NC=CC1)CN1C=NN(C1=O)C1=CC(=C(OC2=C(N=C(S2)C#N)C)C=C1)F (4-(4-((3-chloropyridin-2-yl)methyl)-5-oxo-4,5-dihydro-1H-1,2,4-triazol-1-yl)-2-fluorophenoxy)-4-methylthiazole-2-carbonitrile